C1(=CC=CC=C1)[C@@H]1[C@H](CN(C1)C(=O)O)C(NCC1CCN(CC1)C)=O (3R,4S)-4-phenyl-3-{[(1-methylpiperidin-4-yl)methyl]Carbamoyl}pyrrolidine-1-carboxylic acid